C(C)C1=CC=2C(C3=CC=CC=C3OC2C(=C1)CC)=O 2,4-diethyl-xanthone